1-(6-(2-(2-Methylpyridin-4-yl)imidazo[1,2-a]pyrimidin-3-yl)-2,3-dihydro-4H-benzo[b][1,4]oxazin-4-yl)ethan-1-one CC1=NC=CC(=C1)C=1N=C2N(C=CC=N2)C1C1=CC2=C(OCCN2C(C)=O)C=C1